C(C)(=O)OC[C@]1(O[C@H]([C@@H]2OC(O[C@@H]21)(C)C)C2=CC=C1C(=NC=NN12)NC(C)=O)C#N ((3aS,4R,6S,6aS)-6-(4-acetamidopyrrolo[2,1-f][1,2,4]triazin-7-yl)-4-cyano-2,2-dimethyltetrahydrofuro[3,4-d][1,3]dioxol-4-yl)methyl acetate